C1=C(C=CC2=CC3=CC(=CC=C3C=C12)C(=O)O)C(=O)O Anthracene-2,6-dicarboxylic acid